SCCSC(CSCCSCC(CS)SCCS)CS 1,2-bis(2-(2-Mercaptoethylthio)-3-mercaptopropylthio)ethane